platinum tritelluride [Pt](=[Te])(=[Te])=[Te]